O1N=C(N=C1)CCCN1CC(C1)C1=CNC2=CC=CC=C12 3-(1-(3-(1,2,4-oxadiazol-3-yl)propyl)azetidin-3-yl)-1H-indole